10-oxo-10-methoxydecanoic acid O=C(CCCCCCCCC(=O)O)OC